OC1=C(C=CC=C1)C(CCCCCCCCCCC)C1=C(C=CC=C1)O 1,1-bis(2-hydroxyphenyl)dodecane